FC=1C=C2CC3N(C2=CC1)CCC(C3)(F)F 2,8,8-trifluoro-6,7,8,9,9a,10-hexahydropyrido[1,2-a]indole